COC=1C=C2NC(C(N(C2=CC1OC)C)=O)CCC(=O)NN 1,2,3,4-tetrahydro-6,7-dimethoxy-1-methyl-2-oxoquinoxaline-3-propionic acid hydrazide